NC1=NC(=C(C=2N1C(N(N2)C[C@H]2N(CCOC2)C)=O)N2C[C@H](O[C@H](C2)C)C)C2=CC=CC=C2 5-amino-8-[(cis)-2,6-dimethylmorpholin-4-yl]-2-[[(3R)-4-methylmorpholin-3-yl]methyl]-7-phenyl-[1,2,4]triazolo[4,3-c]pyrimidin-3-one